N[C@@H](C(C)C)C(=O)N[C@@H](C)C(=O)NC1=CC=C(C=C1)C(N(CCCNC(=O)OCC[Si](C)(C)C)[C@H](C(C)(C)C)C=1N(C=C(C1)C1=C(C=CC(=C1)F)F)CC1=CC=CC=C1)=O L-valyl-N-[4-({(1R)-1-[1-benzyl-4-(2,5-difluorophenyl)-1H-pyrrol-2-yl]-2,2-dimethylpropyl}[3-({[2-(trimethylsilyl)ethoxy]carbonyl}amino)propyl]carbamoyl)phenyl]-L-alaninamide